(1-((5-(5-(difluoromethyl)-1,3,4-oxadiazol-2-yl)pyridin-2-yl)methyl)-4-phenyl-1H-1,2,3-triazol-5-yl)methanol FC(C1=NN=C(O1)C=1C=CC(=NC1)CN1N=NC(=C1CO)C1=CC=CC=C1)F